FC=1C=C(C=CC1)N1CCC(CC1)NC=1C2=CC(=C(C=C2N=C2CCCCC12)COCCN1CCCC1)OC N-[1-(3-fluorophenyl)piperidin-4-yl]-7-methoxy-6-{[2-(pyrrolidin-1-yl)ethoxy]methyl}-1,2,3,4-tetrahydroacridin-9-amine